nonadecane-6,13-diol CCCCCC(CCCCCCC(CCCCCC)O)O